6-(4-(8-methoxyquinoxalin-2-yl)-1H-pyrazol-1-yl)hexan-1-amine COC=1C=CC=C2N=CC(=NC12)C=1C=NN(C1)CCCCCCN